1,1-dibenzyl-3-(4-chlorophenyl)urea C(C1=CC=CC=C1)N(C(=O)NC1=CC=C(C=C1)Cl)CC1=CC=CC=C1